ethyl 2-[(4S,5S)-7-ethyl-4-(4-fluorophenyl)-3-methyl-6-oxo-5-[3-(trifluoromethyl) benzamido]-1H,4H,5H,6H,7H-pyrazolo[3,4-b]pyridin-1-yl]acetate C(C)N1C2=C([C@@H]([C@@H](C1=O)NC(C1=CC(=CC=C1)C(F)(F)F)=O)C1=CC=C(C=C1)F)C(=NN2CC(=O)OCC)C